C(C)N1C2=C([C@H]([C@@H](C1=O)NC(C1=CC(=CC=C1)C(F)(F)F)=O)C1=C(C=CC=C1)[N+](=O)[O-])C(=NN2C2=CC=CC=C2)C |r| rac-N-((4R,5S)-7-ethyl-3-methyl-4-(2-nitrophenyl)-6-oxo-1-phenyl-4,5,6,7-tetrahydro-1H-pyrazolo[3,4-b]pyridin-5-yl)-3-(trifluoromethyl)benzamide